S1C(=CC=C1)/C=C/C1=NN(C=C1)COCCOCN1N=C(C=C1)\C=C\C=1SC=CC1 1,2-bis((3-((E)-2-(thiophen-2-yl)vinyl)-1H-pyrazol-1-yl)methoxy)ethane